BrC=1C=NN(C1)C1=NC(=CC=C1)OC 2-(4-bromopyrazol-1-yl)-6-methoxy-pyridine